CC1(/C(/N2CCCC3=CC=CC1=C23)=C\C=C/2\C(C3=CC=CC=C3C2=O)=C(C#N)C#N)C 2-[(Z)-2-[(E)-2-(5,6-dihydro-1,1-dimethyl-4H-pyrrolo[3,2,1-ij]quinolin-2(1H)-ylidene)ethylidene]-2,3-dihydro-3-oxo-1H-indene-1-ylidene]propandinitrile